C(C)(C)(C)N1CCN(CC1)C1=NC=C(C=N1)B(O)O (2-(4-(tert-butyl)piperazin-1-yl)pyrimidin-5-yl)boronic acid